COC(=O)COCCN(CCOCC(=O)OC)CCOCC(=O)OC tris[2-(methoxycarbonylmethyl)oxyethyl]amine